C(#N)C[C@H]1CN(CCN1C(C=C)=O)C1=CC(=NC(=N1)N1CCN(CC1)CCO)C(=O)NC1=CC(=CC2=CC=CC=C12)O 6-[(3S)-3-(cyanomethyl)-4-prop-2-enoyl-piperazin-1-yl]-2-[4-(2-hydroxyethyl)piperazin-1-yl]-N-(3-hydroxy-1-naphthyl)pyrimidine-4-carboxamide